C(#C)C1=CC(=C2C=CC=NC2=C1)C1(CC1)NC(=O)C=1C=C(OC[C@H]2N(CC2)C(=O)OC(C)(C)C)C=CC1C tert-butyl (S)-2-((3-((1-(7-ethynylquinolin-5-yl)cyclopropyl)carbamoyl)-4-methylphenoxy)methyl)azetidine-1-carboxylate